BrC=1C=CC2=C(N(C=N2)C2=CC=C(C=C2)Cl)C1 6-bromo-1-(4-chlorophenyl)-benzimidazole